1,3-Dinitrotoluene [N+](=O)([O-])C1(C)CC(=CC=C1)[N+](=O)[O-]